C(C1=C(C=CC=C1)N=C=O)C1=C(C=CC=C1)N=C=O 2,2'-Methylen-diphenyldiisocyanat